5-Phenyl-1H-pyrazole-3-carboxylic acid {2-[4-(2-methylcarbamoyl-phenoxy)-piperidin-1-yl]-2-oxo-ethyl}-amide CNC(=O)C1=C(OC2CCN(CC2)C(CNC(=O)C2=NNC(=C2)C2=CC=CC=C2)=O)C=CC=C1